CC(C)C[C@@H](C[C@@H](C=C)C)O (4S,6S)-2,6-DIMETHYLOCT-7-EN-4-OL